(3R)-3-amino-7-(1-tert-butylpyrazol-3-yl)-5-[(4-chlorophenyl)methyl]-8-fluoro-1,1-dioxo-2,3-dihydro-1λ6,5-benzothiazepin-4-one N[C@H]1CS(C2=C(N(C1=O)CC1=CC=C(C=C1)Cl)C=C(C(=C2)F)C2=NN(C=C2)C(C)(C)C)(=O)=O